C(=O)(O)C=1C=CC(=C(C(=O)NCCCCCCCC(=O)O)C1)O 8-(5-carboxyl-2-hydroxybenzoamido)octanoic acid